F[C@H]1CN(CC[C@H]1NC=1C=2N(C=CC1)C(=C(N2)C#CCNC2=C(C=C(C=C2)S(=O)(=O)C)F)CC(F)(F)F)C (3S,4R)-3-fluoro-N-(2-{3-[(2-fluoro-4-methanesulfonylphenyl)amino]prop-1-yn-1-yl}-3-(2,2,2-trifluoroethyl)imidazo[1,2-a]pyridin-8-yl)-1-methylpiperidin-4-amine